O[C@H](C(=O)OC)C(C)(C)C methyl (S)-2-hydroxy-3,3-dimethylbutanoate